FC(C=1C=CC(=NC1C)OC1CCC2(CN(C2)C(=O)C2CC(C2)(C)O)CC1)F (7-((5-(difluoromethyl)-6-methylpyridin-2-yl)oxy)-2-azaspiro[3.5]non-2-yl)((1s,3s)-3-hydroxy-3-methylcyclobutyl)methanone